C(C)OC1=NC=CC=C1C1=CC(=C2C(=N1)C(=NN2C(C)C)C)NCC=2N=C(OC2)C 5-(2-ethoxy-3-pyridinyl)-1-isopropyl-3-methyl-N-[(2-methyloxazol-4-yl)methyl]pyrazolo[4,3-b]pyridin-7-amine